CC1(OCC2(COC(OC2)(C)C)CO1)C tetramethyl-2,4,8,10-tetraoxaspiro[5.5]undecane